Cl.Cl.N[C@@H](CO)C1=CC=C(C=C1)C1=C(N=CS1)CO (2R)-2-amino-2-{4-[4-(hydroxymethyl)-1,3-thiazol-5-yl]phenyl}ethan-1-ol dihydrochloride